NC=1C2=C(N=CN1)N(C(=C2C2=CC=C(C=C2)NC2=NC=CC=N2)C2=CC=C(C=C2)NC(C(=C)C)=O)C N-(4-(4-amino-7-methyl-5-(4-(pyrimidin-2-ylamino)phenyl)-7H-pyrrolo[2,3-d]pyrimidin-6-yl)phenyl)methacrylamide